ClC1=NC=CC(=C1)C1=CC(=NN1)C1=CC=C(N(C)C)C=C1 4-[5-(2-chloropyridin-4-yl)-1H-pyrazol-3-yl]-N,N-dimethylaniline